7'-((((S)-1-cyclopropylethyl)amino)methyl)-1',2'-dihydrospiro[cyclopropane-1,3'-pyrrolo[3,2-b]pyridine]-5'-carboxamide C1(CC1)[C@H](C)NCC1=C2C(=NC(=C1)C(=O)N)C1(CN2)CC1